3,6,9-Trioxaundecane-1,11-diyl dimethanesulfonate CS(=O)(=O)OCCOCCOCCOCCOS(=O)(=O)C